(S)-N-((R)-1-(4-bromophenyl)-3-(4-hydroxypiperidin-1-yl)propyl)-7-(tert-butyl)-5,6,7,8-tetrahydrothiazolo[5,4-b]quinoline-2-carboxamide BrC1=CC=C(C=C1)[C@@H](CCN1CCC(CC1)O)NC(=O)C=1SC2=NC=3CC[C@@H](CC3C=C2N1)C(C)(C)C